4-isopropyl-cyclohexane-1,2-dicarboxylic acid, disodium salt [Na+].[Na+].C(C)(C)C1CC(C(CC1)C(=O)[O-])C(=O)[O-]